6-fluoro-3-[6-(3-methoxy-4-methyl-phenoxy)-3-pyridinyl]-1H-imidazo[4,5-b]pyridin-2-one FC=1C=C2C(=NC1)N(C(N2)=O)C=2C=NC(=CC2)OC2=CC(=C(C=C2)C)OC